(2-Methyl-1-phenylpropan-2-yl) acetat C(C)(=O)OC(CC1=CC=CC=C1)(C)C